4-(5-bromo-2-(hydroxymethyl)pyridin-3-yl)piperazine-1-carboxylic acid tert-butyl ester C(C)(C)(C)OC(=O)N1CCN(CC1)C=1C(=NC=C(C1)Br)CO